Tris(methyl)ethyl-tin C[Sn](CC)(C)C